4-chloro-3-[5,7-difluoro-6-(1-methylpyrazol-4-yl)-4-oxo-1H-quinolin-2-yl]benzonitrile ClC1=C(C=C(C#N)C=C1)C=1NC2=CC(=C(C(=C2C(C1)=O)F)C=1C=NN(C1)C)F